FC(S(=O)(=O)[O-])(F)F.C(C1=CC=CC=C1)[N+](C1=CC=CC=C1)(C)C N-benzyl-N,N-dimethylanilinium trifluoromethanesulfonate